Methyl 2-(4-(pyridin-2-yl)piperazine-1-carboxamido)thiophene-3-carboxylate Methyl-2-aminothiophene-3-carboxylate COC(=O)C1=C(SC=C1)N.N1=C(C=CC=C1)N1CCN(CC1)C(=O)NC=1SC=CC1C(=O)OC